N-(benzo[d][1,3]dioxol-5-ylmethyl)-2-(4-((3-chlorobenzyl)amino)phenyl)acetamide O1COC2=C1C=CC(=C2)CNC(CC2=CC=C(C=C2)NCC2=CC(=CC=C2)Cl)=O